3-acetyl-8-bromo-5-chloro-2-((2-methoxy-4-(pentafluoro-sulfanyl)benzyl)sulfinyl)quinolin-4(1H)-one C(C)(=O)C1=C(NC2=C(C=CC(=C2C1=O)Cl)Br)S(=O)CC1=C(C=C(C=C1)S(F)(F)(F)(F)F)OC